2-(6-(Ethylamino)-4-(1-methyl-4-(4-methyl-4H-1,2,4-triazol-3-yl)-1H-pyrazol-5-yl)pyridin-2-yl)-6-(hydroxymethyl)-4-(trifluoromethyl)isoindolin-1-one C(C)NC1=CC(=CC(=N1)N1C(C2=CC(=CC(=C2C1)C(F)(F)F)CO)=O)C1=C(C=NN1C)C1=NN=CN1C